5-(1-(3,5-Dichloropyridin-4-yl)ethoxy)-N-(1-(3-Hydroxycyclobutyl)-1H-Pyrazol-4-yl)-1H-Indazol-3-Carboxamid ClC=1C=NC=C(C1C(C)OC=1C=C2C(=NNC2=CC1)C(=O)NC=1C=NN(C1)C1CC(C1)O)Cl